ClC1=NN2C(C=N1)=C(C=C2C(C)C)F 2-chloro-5-fluoro-7-isopropylpyrrolo[2,1-f][1,2,4]triazine